cyclopentyl-5-(2-(5-(4-ethylpiperazin-1-yl)pyridin-2-yl)aminopyrimidin-4-yl)-pyridin-2(1H)-one C1(CCCC1)N1C(C=CC(=C1)C1=NC(=NC=C1)NC1=NC=C(C=C1)N1CCN(CC1)CC)=O